ClC=1C(=NC(=NC1)NC1=C(C=C(C=C1)N1CCN(CC1)C)OC(F)F)NC1=C(SC=C1)C(=O)N 3-((5-chloro-2-((2-(difluorometh-oxy)-4-(4-methylpiperazin-1-yl)phenyl)amino)pyrimidin-4-yl)amino)thiophene-2-carboxamide